C(C)(C)(C)OC(=O)N1CC2=NN(C(=C2C1)C)C=1C=NC(=CC1)C(=O)OC 2-(6-(methoxycarbonyl)pyridin-3-yl)-3-methyl-2,6-dihydropyrrolo[3,4-c]pyrazole-5(4H)-carboxylic acid tert-butyl ester